C(C)(C)(C)OC(=O)N1CCC=C(C1)B1OC(C(O1)(C)C)(C)C.C(C1=CC=CC=C1)OC1=C(C=CC=C1)C=CC1=CC(=CC=C1)OC 1-benzyloxy-2-[2-(3-methoxyphenyl)vinyl]benzene tert-butyl-5-(4,4,5,5-tetramethyl-1,3,2-dioxaborolan-2-yl)-3,6-dihydro-2H-pyridine-1-carboxylate